N-(4-bromo-2-fluoro-5-(2-(oxetan-3-ylamino)-8,9-dihydroimidazo[1',2':1,6]pyrido[2,3-d]pyrimidin-6-yl)phenyl)-4-(trifluoromethyl)picolinamide BrC1=CC(=C(C=C1C1=CC2=C(N=C(N=C2)NC2COC2)N2C1=NCC2)NC(C2=NC=CC(=C2)C(F)(F)F)=O)F